ClCC(=O)NC=1C(=NC(=C(C1)C)OCCC(F)F)C(=O)C=1C=2C=NNC2C(=CC1)F 2-Chloro-N-[6-(3,3-difluoropropoxy)-2-(7-fluoro-1H-indazole-4-carbonyl)-5-methyl-3-pyridyl]acetamide